ClC=1C=C(C=CC1)S(=O)(=O)N[C@@H](C(=O)N[C@@H](CCCC1=CC=CC=C1)B1OC(C(O1)(C)C)(C)C)CC(=O)N1CCOCC1 (R)-2-((3-chlorophenyl)sulfonamido)-4-morpholino-4-oxo-N-((R)-4-phenyl-1-(4,4,5,5-tetramethyl-1,3,2-dioxaborolan-2-yl)butyl)butanamide